2-amino-5,6-dichloronicotinamide NC1=C(C(=O)N)C=C(C(=N1)Cl)Cl